O=C1NC(CCC1N1C(C2=CC=C(C=C2C1)NC(OC1=CC=C(C=C1)[N+](=O)[O-])=O)=O)=O (4-nitrophenyl) N-[2-(2,6-dioxo-3-piperidyl)-1-oxo-isoindolin-5-yl]carbamate